bromo-N-(3-chloro-1,2,4-triazin-5-yl)-2-fluorobenzamide BrC=1C(=C(C(=O)NC=2N=C(N=NC2)Cl)C=CC1)F